C(C)OC(=O)C=1NC2=CC=C(C=C2C1)OC1=CC=C(C=C1)C(F)(F)F 5-(4-(trifluoromethyl)phenoxy)-1H-indole-2-carboxylic acid ethyl ester